C(C(=O)[O-])(=O)[O-].[Cu+2].CC(=O)C.CC(=O)C diacetone copper oxalate